5-(Ethylsulfonyl)-2-(4-(2-(6-methylpyridin-2-yl)-5,6-dihydro-4H-pyrrolo[1,2-b]pyrazol-3-yl)pyridin-2-yl)-1,4,5,6-tetrahydropyrrolo[3,4-d]imidazole C(C)S(=O)(=O)N1CC=2NC(=NC2C1)C1=NC=CC(=C1)C1=C2N(N=C1C1=NC(=CC=C1)C)CCC2